C(C)(C)C1=NOC(=N1)N1CCC(CC1)[C@H](C)OC=1SC2=NC(=CC=C2N1)C=1C(=NC(=CC1)S(=O)(=O)C)F 2-((S)-1-(1-(3-isopropyl-1,2,4-oxadiazol-5-yl)piperidin-4-yl)ethoxy)-5-(2-fluoro-6-(methylsulfonyl)pyridin-3-yl)thiazolo[5,4-b]pyridine